CC[C@@]12C(CC[C@H]1[C@@H]1CCC3=CC(CC[C@@H]3[C@H]1CC2)=O)=O DL-18-methyl-4-estrene-3,17-dione